FC(S(=O)(=O)NC1=CC=C(C=C1)N1CCC2(C(C=3C=CSC3N=C12)=O)O)(F)F 1,1,1-trifluoro-N-(4-{9-hydroxy-8-oxo-4-thia-2,12-diazatricyclo[7.3.0.03,7]dodeca-1,3(7),5-trien-12-yl}phenyl)methanesulfonamide